40-hydroxytetracontyl oleate C(CCCCCCC\C=C/CCCCCCCC)(=O)OCCCCCCCCCCCCCCCCCCCCCCCCCCCCCCCCCCCCCCCCO